ClC1=NC=2N(C(=C1C1=CC=C(C=C1)OC)OC)N=C(C2C2=CC=CC=C2)C2=CC=CC=C2 5-chloro-7-methoxy-6-(4-methoxyphenyl)-2,3-diphenylpyrazolo[1,5-a]pyrimidine